CC1=C(N=NC(=C1C)N[C@@H]1CN(CCC1)C)C1=C(C=C(C=C1C)C(F)(F)F)O 2-(4,5-dimethyl-6-(((S)-1-methylpiperidin-3-yl)amino)pyridazin-3-yl)-3-methyl-5-(trifluoromethyl)phenol